CC1=CC=C(C=C1)OC2=CC=C(C=C2)Cl 1-Chloro-4-(p-tolyloxy)benzene